(3-Amino-1-methyl-1H-pyrazol-4-ylmethyl)-[1-(2-fluoro-6-methyl-phenyl)-piperidin-3-yl]-amine NC1=NN(C=C1CNC1CN(CCC1)C1=C(C=CC=C1C)F)C